C(=O)([O-])[C@H](O)[C@@H](O)C(=O)[O-].[K+].[Na+] sodium potassium L(+)-tartrate